rac-(1r,2r,4s,5r,6s)-N-(5-chloro-4-(trifluoromethyl)pyridin-2-yl)-6-hydroxy-4-(1-methyl-3-(trifluoromethyl)-1H-pyrazol-4-yl)-8-oxatricyclo[3.2.1.02,4]octane-2-carboxamide ClC=1C(=CC(=NC1)NC(=O)[C@]12[C@H]3C[C@@H]([C@@H]([C@@]2(C1)C=1C(=NN(C1)C)C(F)(F)F)O3)O)C(F)(F)F |r|